N-butyl-aziridine C(CCC)N1CC1